ClC=1N=C(C=2OCCNC2N1)NCCC1=C(NC2=CC=CC=C12)Cl 2-chloro-N-[2-(2-chloro-1H-indol-3-yl)ethyl]-7,8-dihydro-6H-pyrimido[5,4-b][1,4]oxazin-4-amine